ClC1=C(C(=C(N=N1)OC1=CC(=CC=C1)C(F)(F)F)C(=O)NCC(F)(F)C1=CC=C(C=C1)Cl)CC 6-chloro-N-[2-(4-chlorophenyl)-2,2-difluoroethyl]-5-ethyl-3-[3-(trifluoromethyl)phenoxy]pyridazine-4-carboxamide